O=C1NC=NC2=CC=CC=C12 oxo-3,4-dihydroquinazolin